4-(4-methylpiperazin-1-yl)butan-1-one CN1CCN(CC1)CCCC=O